NC1=C2N=CN(C2=NC=N1)[C@H]1[C@@H]([C@@H]([C@H](O1)CO)O)OCCS (2R,3R,4R,5R)-5-(6-amino-9H-purin-9-yl)-2-(hydroxymethyl)-4-(2-mercaptoethoxy)tetrahydrofuran-3-ol